C1OC=2C=C(OCC=3N=NNC3)C=CC2O1 4-[(3,4-methylendioxyphenoxy)methyl]-1H-1,2,3-triazole